2-butyl-2,8-dimethyl-2,3-dihydro-4H-benzo[e][1,3]oxazin-4-one C(CCC)C1(OC2=C(C(N1)=O)C=CC=C2C)C